tert-butyl 4-[[4-[6-[(2,6-dioxo-3-piperidyl)carbamoyl]pyridazin-3-yl]piperazin-1-yl]methyl]piperidine-1-carboxylate O=C1NC(CCC1NC(=O)C1=CC=C(N=N1)N1CCN(CC1)CC1CCN(CC1)C(=O)OC(C)(C)C)=O